C(C)OC1=NC=CC=C1C=1C=C(C2=C(N1)N(N=C2C(C)C)C)NCC=2C=NNC2 6-(2-ethoxy-3-pyridinyl)-3-isopropyl-1-methyl-N-(1H-pyrazol-4-ylmethyl)pyrazolo[3,4-b]pyridin-4-amine